C1=CC(=CC=C1N=C=O)OC2=CC=C(C=C2)N=C=O 4,4'-diisocyanatodiphenyl ether